OCSC(C(=O)O)C 2-hydroxymethylthio-propionic acid